6-[1-(2-Fluoro-6-methyl-phenyl)-piperidin-4-yl]-2-methyl-4-(3-trifluoromethyl-pyrazin-2-ylmethyl)-2,4,6,7-tetrahydro-pyrazolo[4,3-d]pyrimidin-5-one FC1=C(C(=CC=C1)C)N1CCC(CC1)N1C(N(C=2C(C1)=NN(C2)C)CC2=NC=CN=C2C(F)(F)F)=O